[Ce].C1=CCCC1.C1=CCCC1 dicyclopentene cerium